4-(5-methyl-1,2,3,4-tetrahydroquinolin-2-yl)benzenesulfonamide CC1=C2CCC(NC2=CC=C1)C1=CC=C(C=C1)S(=O)(=O)N